CC1=CC=C(CNC=2C=C(C=CC2)N2N=NC(=C2)C2=C(C(=O)O)C=CN=C2)C=C1 (1-(3-(4-methylbenzylamino)phenyl)-1H-1,2,3-triazole-4-yl)isonicotinic acid